ClC1=NC=C(C(=C1)N1C(C=C(C=C1C1CC1)O)=O)C 2'-Chloro-6-cyclopropyl-4-hydroxy-5'-methyl-2H-[1,4'-bipyridine]-2-one